C1(=CC=CC2=CC=CC=C12)C(=O)C1=CN=C2C(=NC(=NN21)OC[C@H]2N(CCC2)C)N2C[C@@H](N(CC2)C(C=C)=O)CC#N 2-((S)-4-(7-(1-naphthoyl)-2-(((S)-1-methylpyrrolidin-2-yl)methoxy)imidazo[2,1-f][1,2,4]triazin-4-yl)-1-acryloylpiperazin-2-yl)acetonitrile